FC1=C(C(=C(C(=C1F)F)F)F)S(=O)(=O)Cl 2,3,4,5,6-pentafluorobenzene-1-sulfonyl chloride